(4-((6,7-dimethoxyquinolin-4-yl)oxy)-3-fluorophenyl)-3-(4-fluorophenyl)-1-isopropyl-4-oxo-1,4-dihydropyridine-2,5-dicarboxamide COC=1C=C2C(=CC=NC2=CC1OC)OC1=C(C=C(C=C1)C1=C(C(C(=C(N1C(C)C)C(=O)N)C1=CC=C(C=C1)F)=O)C(=O)N)F